2-fluoro-3-methyl-4-(1-methylbenzotriazol-5-yl)oxy-aniline FC1=C(N)C=CC(=C1C)OC1=CC2=C(N(N=N2)C)C=C1